C(C1=CC=CC=C1)OC1=CC=C(C=C1)C=1N(C=CN1)C (4-(benzyloxy)phenyl)-1-methyl-1H-imidazole